5-(4-((2-(3-ethylureido)-5-methylpyridin-4-yl)methyl)piperazin-1-yl)-6-fluoro-N-methylpicolinamide C(C)NC(NC1=NC=C(C(=C1)CN1CCN(CC1)C=1C=CC(=NC1F)C(=O)NC)C)=O